COC1=NC=CC(=C1)C1=CC=2C=NC(=CC2N1)NC(=O)C=1C=NN(C1)C N-(2-(2-methoxypyridin-4-yl)-1H-pyrrolo[3,2-c]pyridin-6-yl)-1-methyl-1H-pyrazole-4-carboxamide